(2R,3R,4S,5S)-2-(acetylmethyl)-5-(2,4-dioxo-1,2,3,4-tetraHydropyrimidin-5-yl)tetrahydrofuran-3,4-diacetate C(C)(=O)C[C@H]1O[C@@H]([C@H]([C@H]1CC(=O)[O-])CC(=O)[O-])C=1C(NC(NC1)=O)=O